(S)-N-(N-(((2R,3S,4R,5R)-5-(6-amino-9H-purin-9-yl)-3,4-dihydroxytetrahydrofuran-2-yl)methyl)sulfamoyl)pyrrolidine-2-carboxamide NC1=C2N=CN(C2=NC=N1)[C@H]1[C@@H]([C@@H]([C@H](O1)CNS(=O)(=O)NC(=O)[C@H]1NCCC1)O)O